C(C#C)NC=1C=2N(C=C(C1)C(=O)O)C=CN2 8-(prop-2-yn-1-ylamino)imidazo[1,2-a]pyridine-6-carboxylic acid